(8S)-7-{2-[(9,9-difluorofluoren-3-yl)formamido]acetyl}-1,4-dioxa-7-azaspiro[4.4]nonane-8-carboxylic acid FC1(C2=CC=CC=C2C=2C=C(C=CC12)C(=O)NCC(=O)N1CC2(OCCO2)C[C@H]1C(=O)O)F